C1(=C(C=CC=C1)C1=CC=C(C=C1)O)C1=CC=C(C=C1)O 4,4'-phenylenebisphenol